O=C1NC(CCC1N1C(C2=CC=CC(=C2C1)C#CCCCCCCCN1CCN(CC1)C1CCN(CC1)C1=CC=C2CN(C(C2=C1)=O)C(C(=O)NC=1SC=CN1)C1=CC=CC=C1)=O)=O 2-(6-(4-(4-(9-(2-(2,6-dioxopiperidin-3-yl)-1-oxoisoindolin-4-yl)non-8-yn-1-yl)piperazin-1-yl)piperidin-1-yl)-1-oxoisoindolin-2-yl)-2-phenyl-N-(thiazol-2-yl)acetamide